C(C1=CC=CC=C1)OC(=O)N1CC(C(CC1)N1CCN(CC1)C(=O)OC(C)(C)C)F tert-butyl 4-(1-benzyloxycarbonyl-3-fluoro-4-piperidyl)piperazine-1-carboxylate